FC1=C(N=CC2=C1N=C(N=C2N2C[C@@H]([C@H](CC2)C(=O)OC)O)OCC21CCCN1CCC2)C2=CC=CC1=CC=CC(=C21)F methyl (3R,4S)-1-(8-fluoro-7-(8-fluoronaphthalen-1-yl)-2-((tetrahydro-1H-pyrrolizin-7a(5H)-yl)methoxy)pyrido[4,3-d]pyrimidin-4-yl)-3-hydroxypiperidine-4-carboxylate